(Z)-4-(3-(4-(benzyloxy)-1H-indol-3-yl)pyrrolidin-1-yl)-N'-(isobutyryloxy)butanamidine C(C1=CC=CC=C1)OC1=C2C(=CNC2=CC=C1)C1CN(CC1)CCC/C(=N/OC(C(C)C)=O)/N